CC1C(CNCC1)COC=1C(=NC=CC1)C(F)(F)F 3-((4-methylpiperidin-3-yl)methoxy)-2-(trifluoromethyl)pyridine